FC(C(=O)O)(F)F.FC1=C(C=C(OC=2N=NNC2C(=O)O)C=C1)OCC1=CC=C(C=C1)OC(F)(F)F 4-(4-fluoro-3-((4-(trifluoromethoxy)benzyl)oxy)phenoxy)-1H-1,2,3-triazole-5-carboxylic acid 2,2,2-trifluoroacetate